Benzyldimethyloctyl-ammonium tert-butyl-N-[[1-[2-[4-chloro-3-(trifluoromethyl)phenyl]-5-(methanesulfonamido-methyl)pyrimidin-4-yl]pyrrolidin-3-yl]methyl]carbamate C(C)(C)(C)OC(NCC1CN(CC1)C1=NC(=NC=C1CNS(=O)(=O)C)C1=CC(=C(C=C1)Cl)C(F)(F)F)=O.C(C1=CC=CC=C1)[N+](CCCCCCCC)(C)C